trihydroxyoxo-cholanic acid O[C@](C(C(C(=O)O)=O)(O)O)(C)[C@H]1CC[C@H]2[C@@H]3CCC4CCCC[C@]4(C)[C@H]3CC[C@]12C